N-tertiary butyl-2-phenylindole C(C)(C)(C)N1C(=CC2=CC=CC=C12)C1=CC=CC=C1